2-chloro-4-(4-phenoxyanilino)pyrimidine-5-carboxylic acid ClC1=NC=C(C(=N1)NC1=CC=C(C=C1)OC1=CC=CC=C1)C(=O)O